Lithium 2-[2-(2-{2-[4-({2-[4-(N-phenylpropanamido)piperidin-1-yl]ethyl}carbamoyl) butanamido]acetamido}acetamido)acetamido]acetate C1(=CC=CC=C1)N(C(CC)=O)C1CCN(CC1)CCNC(=O)CCCC(=O)NCC(=O)NCC(=O)NCC(=O)NCC(=O)[O-].[Li+]